N-(3-fluoro-4-((6-methoxy-7-(3-morpholinopropoxy)quinolin-4-yl)oxy)phenyl)-5-(4-fluorophenyl)-6-oxo-2,3,5,6-tetrahydrofuro[3,2-c]pyridine-7-carboxamide FC=1C=C(C=CC1OC1=CC=NC2=CC(=C(C=C12)OC)OCCCN1CCOCC1)NC(=O)C1=C2C(=CN(C1=O)C1=CC=C(C=C1)F)CCO2